C(CCCCCCCC)C=1C(=C(C2=CC=CC=C2C1)S(=O)(=O)[O-])CCCCCCCCC Dinonylnaphthalinsulfonat